C1(CC1)C=1C(=NC=C(C1)NC(C(=O)N1[C@H](CN([C@@H](C1)C)C(C(C)(C)C)=O)C1=CC=CC=C1)=O)NC(OC(C)(C)C)=O tert-butyl (3-cyclopropyl-5-(2-((2S,5R)-5-methyl-2-phenyl-4-pivaloylpiperazin-1-yl)-2-oxoacetamido)pyridin-2-yl)carbamate